Tert-butyl-((3R,5R)-1-(2-(6-chloro-1-(cyclopropylmethyl)-1H-pyrrolo[2,3-b]pyridin-2-yl)-3-methylbenzofuran-6-carbonyl)-5-fluoropiperidin-3-yl) carbamate C(N)(O[C@H]1C(N(C[C@@H](C1)F)C(=O)C1=CC2=C(C(=C(O2)C2=CC=3C(=NC(=CC3)Cl)N2CC2CC2)C)C=C1)C(C)(C)C)=O